ClC1=NC=C(C=N1)C#CC1=CC=C(COC2=CC=CC(=N2)C2=CC(=C(CC3=NC4=C(N3CC3OCC3)C=C(C=C4)C(=O)O)C=C2F)F)C=C1 (4-(6-((4-((2-chloropyrimidin-5-yl)ethynyl)benzyl)oxy)pyridin-2-yl)-2,5-difluorobenzyl)-1-(oxetan-2-ylmethyl)-1H-benzo[d]imidazole-6-carboxylic acid